3,4,6-Tri-O-acetyl-2-amino-2-deoxy-α-D-galactopyranosyl bromide C(C)(=O)O[C@@H]1[C@H]([C@H](O[C@@H]([C@@H]1OC(C)=O)COC(C)=O)Br)N